N-tert-butyloxycarbonyl-2-chloroethylamine C(C)(C)(C)OC(=O)NCCCl